N,N-bis(2-hydroxyethyl)benzylamine OCCN(CCO)CC1=CC=CC=C1